C(C)N(CCCNC(=O)C1=CC2=C(N(C(=N2)NC=2SC3=C(N2)C=CC(=C3)Cl)C)C=C1)CC 2-(6-Chloro-benzothiazol-2-ylamino)-1-methyl-1H-benzoimidazole-5-carboxylic acid (3-diethylamino-propyl)-amide